FC1=C(C(=CC=C1)F)CN1C=NN(C1=O)C1=CC(=C(OC2=C(N=C(S2)CC(=O)O)C)C=C1)F 2-[5-[4-[4-[(2,6-difluorophenyl)methyl]-5-oxo-1,2,4-triazol-1-yl]-2-fluoro-phenoxy]-4-methyl-thiazol-2-yl]acetic acid